4-((3-fluorophenyl)amino)quinazoline-7-carboxylic acid FC=1C=C(C=CC1)NC1=NC=NC2=CC(=CC=C12)C(=O)O